exo-4-(2-amino-2-methylpropanoyl)-N-(1-(3-(6-(aminomethyl)-3-azabicyclo[3.1.0]hexan-3-yl)chroman-7-yl)-2-oxo-1,2-dihydropyrimidin-4-yl)piperazine-1-carboxamide hydrochloride salt Cl.NC(C(=O)N1CCN(CC1)C(=O)NC1=NC(N(C=C1)C1=CC=C2CC(COC2=C1)N1CC2C(C2C1)CN)=O)(C)C